3-methyl-2,4-hexanediol CC(C(C)O)C(CC)O